butyl-1-{6-[5-fluoro-2-(methoxymethoxy)-4-[1-(oxan-2-yl)pyrazol-4-yl]phenyl]pyridazin-3-yl}pyrrolidin-3-amine C(CCC)C1N(CCC1N)C=1N=NC(=CC1)C1=C(C=C(C(=C1)F)C=1C=NN(C1)C1OCCCC1)OCOC